4-(4-fluoro-3-isopropyl-1H-indol-5-yl)-5,6-dihydropyridine-1(2H)-carboxylic acid tert-butyl ester C(C)(C)(C)OC(=O)N1CC=C(CC1)C=1C(=C2C(=CNC2=CC1)C(C)C)F